FC1=C(C=CC=C1)C=1C(=NC2=CC=C(C=C2C1)NC(CCC(CC)=O)=O)C1=C(C=CC=C1)OC N-(3-(2-fluorophenyl)-2-(2-methoxyphenyl)quinolin-6-yl)-4-oxohexanamide